2-(7-((2S,5S)-5-(hydroxymethyl)-2-methyl-4-(1-(quinoxalin-6-yl)ethyl)piperazine-1-yl)-4-methyl-5-oxo-4,5-dihydro-2H-pyrazolo[4,3-b]Pyridin-2-yl)acetonitrile OC[C@H]1N(C[C@@H](N(C1)C=1C=2C(N(C(C1)=O)C)=CN(N2)CC#N)C)C(C)C=2C=C1N=CC=NC1=CC2